ClC1=CC(=NC(=C1)Cl)C(=O)NC1=CC2=C(OCCO2)C=C1 4,6-Dichloro-N-(2,3-dihydrobenzo[b][1,4]dioxin-6-yl)pyridineamide